S1CNC(C1)=O 1,3-THIAZOLIDINE-4-ONE